NC=1C=CC(=C(C1)S(=O)(=O)N)C=1C(=NN(C1)C)C 5-Amino-2-(1,3-dimethyl-1H-pyrazol-4-yl)benzenesulfonamide